3-(4-(5-(difluoromethyl)-1,3,4-oxadiazole-2-yl)benzyl)-5-(2,5-difluorophenyl)-1-(1-methylpiperidine-4-yl)-1,3-dihydro-2H-benzo[d]imidazole-2-one FC(C1=NN=C(O1)C1=CC=C(CN2C(N(C3=C2C=C(C=C3)C3=C(C=CC(=C3)F)F)C3CCN(CC3)C)=O)C=C1)F